tert-butyl 2-formyl-11-isopropyl-1,9-diazatricyclo[6.3.1.04,12]dodeca-2,4,6,8(12)-tetraene-9-carboxylate C(=O)C=1N2C(CN(C=3C=CC=C(C1)C23)C(=O)OC(C)(C)C)C(C)C